CC1C(CCCC1C)NCCC#N 2,3-dimethyl-monocyanoethylcyclohexylamine